C1(=CC=C(C=C1)C1=NC(=NC(=N1)C1=CC(=CC=C1)C1=CC=CC2=C1OC1=C2C=C(C=C1C1=CC=CC=C1)C1=CC=CC=C1)C1=CC=CC=C1)C1=CC=CC=C1 ([1,1'-biphenyl]-4-yl)-4-(3-(6,8-diphenyldibenzo[b,d]furan-4-yl)phenyl)-6-phenyl-1,3,5-triazine